tert-Butyl-(5R,6S)-5-hydroxy-6-((S)-5H-imidazo[5,1-a]isoindol-5-yl)-2-azaspiro[3.3]heptan-2-carboxylat C(C)(C)(C)OC(=O)N1CC2(C1)[C@@H]([C@@H](C2)[C@@H]2N1C(C3=CC=CC=C23)=CN=C1)O